OC1(COC1)CNC(C1=CC=C(C=C1)[C@@H]1CC2(CC(C2)C(F)(F)F)CCN1CC1=C2C=CNC2=C(C=C1OC)C)=O N-((3-hydroxyoxetan-3-yl)methyl)-4-((2R,4r,6S)-7-((5-methoxy-7-methyl-1H-indol-4-yl)methyl)-2-(trifluoromethyl)-7-azaspiro[3.5]nonan-6-yl)benzamide